2-(2-isopropylphenyl)-7-[N-methyl-4-(1-methyl-4-(trifluoromethyl)-1H-imidazol-2-yl)phenylamino]-5-methyl-5H-pyrrolo[3,2-d]pyrimidine C(C)(C)C1=C(C=CC=C1)C=1N=CC2=C(N1)C(=CN2C)N(C)C2=CC=C(C=C2)C=2N(C=C(N2)C(F)(F)F)C